(R)-2-(5-fluoropyridin-2-yl)morpholine-5,5-d2 FC=1C=CC(=NC1)[C@H]1CNC(CO1)([2H])[2H]